COC1=CC=C(C=C1)C(OC[C@@H]1[C@H](C[C@@H](O1)N1C=NC2=C1C=NNC2=O)O)(C2=CC=CC=C2)C2=CC=C(C=C2)OC 1-((2R,4S,5R)-5-((bis(4-methoxyphenyl)(phenyl)methoxy)methyl)-4-hydroxytetrahydrofuran-2-yl)-1,5-dihydro-4H-imidazo[4,5-d]pyridazin-4-one